4-(5-(1H-pyrrolo[2,3-b]pyridin-5-yl)pyridin-3-yl)-N,N-dimethylbenzamide N1C=CC=2C1=NC=C(C2)C=2C=C(C=NC2)C2=CC=C(C(=O)N(C)C)C=C2